(2S)-N-(2,2-difluoro-[1,3]dioxolo[4',5':4,5]benzo[1,2-d]thiazol-6-yl)-2-(2-(6-oxo-1,6-dihydropyridin-3-yl)morpholino)propanamide FC1(OC=2C(=CC3=C(N=C(S3)NC([C@H](C)N3CC(OCC3)C3=CNC(C=C3)=O)=O)C2)O1)F